3-((4-(ethoxycarbonyl)phenyl)amino)-4-oxo-2-(pyridin-4-yl)-1,4,6,7-tetrahydro-5H-pyrrolo[3,2-c]pyridine-5-carboxylic acid tert-butyl ester C(C)(C)(C)OC(=O)N1C(C2=C(CC1)NC(=C2NC2=CC=C(C=C2)C(=O)OCC)C2=CC=NC=C2)=O